1-(sec-butoxy)-4-methyl-2-nitrobenzene C(C)(CC)OC1=C(C=C(C=C1)C)[N+](=O)[O-]